[Cl-].C(CCCCCCCCCCC)[N+](CC1=CC=CC2=CC=CC=C12)(C)C N-dodecyl-N,N-dimethyl-N-(1-naphthylmethyl)ammonium chloride